ClC1=C(C(=C(C=C1)C1=C(C=NN1C)C1=CC=C2C(NN=C(C2=C1)CNC(OC(C)(C)C)=O)=O)C#N)C tert-butyl ((7-(5-(4-chloro-2-cyano-3-methylphenyl)-1-methyl-1H-pyrazol-4-yl)-4-oxo-3,4-dihydrophthalazin-1-yl)methyl)carbamate